[I-].ClC1=CC(=C(S1)C1=CC=C(S1)C1=C(C=C(S1)C=1SC(=CC1)CC[NH3+])C)C 2-(5'''-chloro-3''',4'-dimethyl-[2,2':5',2'':5'',2'''-quaterthiophen]-5-yl)ethan-1-aminium iodide